COC(=O)C=1C(N(C2=NC(=CC=C2C1N)Br)C1=C(C=C(C=C1)Cl)C)=O.OC1=C(C2=C(C=CC(O2)=O)C=C1OC)OC 7-hydroxy-6,8-dimethoxybenzopyran-2-one methyl-4-amino-7-bromo-1-(4-chloro-2-methylphenyl)-2-oxo-1,2-dihydro-1,8-naphthyridine-3-carboxylate